(1R,3R,5R)-N-((R)-cyclopropyl-(4-(difluoromethyl)-2,5-difluorophenyl)methyl)-2-(3-(methylsulfonyl)benzoyl)-2-azabicyclo[3.1.0]hexane-3-carboxamide C1(CC1)[C@@H](NC(=O)[C@@H]1N([C@@H]2C[C@@H]2C1)C(C1=CC(=CC=C1)S(=O)(=O)C)=O)C1=C(C=C(C(=C1)F)C(F)F)F